C12(CC3CC(CC(C1)C3)C2)C[C@@H](C(=O)N[C@@H](CCCCNC(OCC2=CC=CC=C2)=O)C(=O)N)NC(=O)OC(C)(C)C benzyl ((5S)-5-((2S)-3-(adamantan-1-yl)-2-((tert-butoxycarbonyl)amino)propanamido)-6-amino-6-oxohexyl)carbamate